NC1=CC=CC(=N1)S(=O)(=O)NC(=O)C=1C(=NC(=CC1)C1=CC(=CC(=C1)OCC(C)C)F)N1[C@H](CC[C@H]1C)C N-[(6-amino-2-pyridyl)sulfonyl]-2-[(2S,5R)-2,5-dimethylpyrrolidin-1-yl]-6-(3-fluoro-5-isobutoxy-phenyl)pyridine-3-carboxamide